3-amino-N-{2-[3-amino-4-(2-methoxyethoxy)pyrrolidin-1-yl]-3-fluoro-5,6,7,8-tetrahydroquinolin-6-yl}-4,6-dimethylthieno[2,3-b]pyridine-2-carboxamide NC1=C(SC2=NC(=CC(=C21)C)C)C(=O)NC2CC=1C=C(C(=NC1CC2)N2CC(C(C2)OCCOC)N)F